(Z)-2-cyano-3-hydroxy-3-(5-methylisoxazol-4-yl)-N-(3-(methylsulfonyl)phenyl)acrylamide methyl-4-[3-(dimethoxymethyl)azetidin-1-yl]-2-formyl-benzoate COC(C1=C(C=C(C=C1)N1CC(C1)C(OC)OC)C=O)=O.C(#N)/C(/C(=O)NC1=CC(=CC=C1)S(=O)(=O)C)=C(\C=1C=NOC1C)/O